C1(CC1)C([C@@H](C(=O)NC1=CC=C(C=C1)C=1C(=NNC1C)C)NC(=O)C=1N(N=CC1)CCO)C1CC1 N-[(1S)-1-(dicyclopropylmethyl)-2-[4-(3,5-dimethyl-1H-pyrazol-4-yl)anilino]-2-oxo-ethyl]-2-(2-hydroxyethyl)pyrazole-3-carboxamide